Lithium hydrogen fluoride F.[Li]